N-(6-(1,4-dimethyl-6-oxo-1,6-dihydropyridin-3-yl)-2-(o-tolylamino)-1,5-naphthyridin-3-yl)-5-fluorobenzo[d]isothiazole-3-carboxamide CN1C=C(C(=CC1=O)C)C=1N=C2C=C(C(=NC2=CC1)NC1=C(C=CC=C1)C)NC(=O)C1=NSC2=C1C=C(C=C2)F